potassium fluoroborate salt F[B-](F)(F)F.[K+]